hydroxy-5-(2-isooctyloxycarbonylethyl)-5H-benzotriazol OC=1C(C=CC2=NN=NC21)CCC(=O)OCCCCCC(C)C